5-(4-(dimethylamino)phenyl)valeraldehyde CN(C1=CC=C(C=C1)CCCCC=O)C